C(#N)[C@H](C[C@H]1C(NCC1)=O)NC(=O)[C@@H]1[C@H]2C([C@H]2CN1C(=O)OC(C)(C)C)(C)C tert-butyl (1R,2S,5S)-2-[[(1S)-1-cyano-2-[(3S)-2-oxopyrrolidin-3-yl] ethyl]carbamoyl]-6,6-dimethyl-3-azabicyclo[3.1.0]hexane-3-carboxylate